FC=1C=C(C=C(C1)F)[C@@H]1CC=NN1C(=O)N1CC(C1)OC1=CC(=NC=C1F)N1N=C(C(=C1C)CC(=O)N(C)C)C (S)-2-(1-(4-((1-(5-(3,5-difluorophenyl)-4,5-dihydro-1H-pyrazole-1-carbonyl)azetidin-3-yl)oxy)-5-fluoropyridin-2-yl)-3,5-dimethyl-1H-pyrazol-4-yl)-N,N-dimethylacetamide